2-(Methylsulfanyl)-1-(2-(5-phenyl-1H-imidazol-2-yl)piperidin-1-yl)propan-1-one CSC(C(=O)N1C(CCCC1)C=1NC(=CN1)C1=CC=CC=C1)C